6-isopropyl-5-(1-methyl-1H-pyrrolo[2,3-b]pyridin-3-yl)-2-(1-(2-(methyl-sulfonyl)ethyl)piperidin-4-yl)-4H-pyrrolo[3,2-d]thiazole C(C)(C)C1=C(NC2=C1N=C(S2)C2CCN(CC2)CCS(=O)(=O)C)C2=CN(C1=NC=CC=C12)C